1-(4-(6-bromoquinazolin-4-yl)piperazin-1-yl)ethan-1-one BrC=1C=C2C(=NC=NC2=CC1)N1CCN(CC1)C(C)=O